ClC=1C=C(C=C(C1)Cl)C=1C(=NN(C1C(=O)O)C=1SC(=C(N1)C=1C=NN(C1)C)SC(C)C)C 4-(3,5-dichlorophenyl)-1-(5-(isopropylsulfanyl)-4-(1-methyl-1H-pyrazol-4-yl)thiazol-2-yl)-3-methyl-1H-pyrazole-5-carboxylic acid